C(C)(C)(C)OC(=O)N1CC(C1)(O)C1=CC(=C(C=C1)Cl)OC 3-(4-chloro-3-methoxyphenyl)-3-hydroxyazetidine-1-carboxylic acid tert-butyl ester